C(C)(=O)[O-].[N].[NH4+] ammonium nitrogen acetate